P(OCCCCCCCCCCCCCCCCCC)(OCCCCCCCCCCCCCCCCCC)(OCCCCCCCCCCCCCCCCCC)=S tri(octadecyl) phosphorothioate